6-[4-Fluoro-2-(piperidin-4-yl)-1,3-benzothiazol-6-yl]-2,8-dimethylimidazo[1,2-b]pyridazin-Hydrochlorid Cl.FC1=CC(=CC2=C1N=C(S2)C2CCNCC2)C=2C=C(C=1N(N2)C=C(N1)C)C